1-(2-hydroxyethyl)-1H-Pyrazole-4-carboxylic acid OCCN1N=CC(=C1)C(=O)O